3α,7α,17β-trihydroxyandrost-5-ene O[C@H]1CC2=C[C@H]([C@H]3[C@@H]4CC[C@@H]([C@@]4(C)CC[C@@H]3[C@]2(CC1)C)O)O